α-Methyl-D-tyrosin C[C@@](N)(CC1=CC=C(C=C1)O)C(=O)O